BrC1=NC(=CC(=C1)[C@H]([C@@H](C)NCCO)O)Cl |r| racemic-(1R,2R)-1-(2-bromo-6-chloropyridin-4-yl)-2-((2-hydroxyethyl)amino)-propan-1-ol